N[C@H](C(=O)O)CCS(=O)(=N)CC1(OCCO1)C1CCCC1 (2S)-2-amino-4-(S-((2-cyclopentyl-1,3-dioxolan-2-yl)methyl)sulfonimidoyl)butanoic acid